formyl-L-aspartic acid C(=O)N[C@@H](CC(=O)O)C(=O)O